[Li].C1(=C2N(C=N1)CCC2)C(C(NC=2SC=CN2)=O)N2CC1=C(C=C(C=C1C2=O)C2=CC=C(C=C2)C2CCN(CC2)C(=O)OC(C)(C)C)F tert-butyl 4-(4-(2-(1-(6,7-dihydro-5H-pyrrolo[1,2-c]imidazol-1-yl)-2-oxo-2-(thiazol-2-ylamino)ethyl)-7-fluoro-3-oxoisoindolin-5-yl)phenyl)piperidine-1-carboxylate Lithium